CC1C(CCC(=C1)C)C(C(C)(C)C)=O 1-(2,4-dimethyl-1-cyclohex-3-enyl)-2,2-dimethylpropan-1-one